N\C(=C/C(=O)OCC1=CC=C(C(=O)OC(C)(C)C)C=C1)\C tert-Butyl (Z)-4-(((3-aminobut-2-enoyl)oxy)methyl)benzoate